(S)-2-(3-cyclopropyl-4-fluorophenyl)-4-methyl-3-(2-carbonyl-2,3-dihydro-1H-imidazole-1-yl)-2,4,6,7-tetrahydro-5H-pyrazolo[4,3-c]pyridine-5-carboxylic acid tert-butyl ester C(C)(C)(C)OC(=O)N1[C@H](C=2C(CC1)=NN(C2N2C(NC=C2)=C=O)C2=CC(=C(C=C2)F)C2CC2)C